3-(5-(imidazo[1,2-a]pyridin-6-yl)-4H-1,2,4-triazol-3-yl)pyrrolidine-1-carbonitrile N=1C=CN2C1C=CC(=C2)C=2NC(=NN2)C2CN(CC2)C#N